C12CN(CC(O1)C2)CC2CCN(CC2)C(=O)OC(C)(C)C tert-butyl 4-(6-oxa-3-azabicyclo[3.1.1]heptan-3-ylmethyl)piperidine-1-carboxylate